4-(tert-butyl)-N-(4-(6-methylpyridin-3-yl)-3-(2-trityl-2H-tetrazol-5-yl)phenyl)piperidine-1-carboxamide C(C)(C)(C)C1CCN(CC1)C(=O)NC1=CC(=C(C=C1)C=1C=NC(=CC1)C)C=1N=NN(N1)C(C1=CC=CC=C1)(C1=CC=CC=C1)C1=CC=CC=C1